C(C)(C)(C)N1C=NC(=C1)C(=O)NCC1=C(C=C(C=C1)C1=C(C=NC=C1)N1CC(CCC1)N(C(C=C)=O)C)C 1-(tert-butyl)-N-(2-methyl-4-(3-(3-(N-methylacrylamido)piperidin-1-yl)pyridin-4-yl)benzyl)-1H-imidazole-4-carboxamide